FC1(COC1)CN1CC2(CC1)CCN(CC2)C=2C1=C(N=C(N2)C2=CC=NC=C2)C=NC=C1OC 4-(2-((3-fluorooxetan-3-yl)methyl)-2,8-diazaspiro[4.5]decan-8-yl)-5-methoxy-2-(pyridin-4-yl)pyrido[3,4-d]pyrimidine